(R)-N-(1-(3-chlorophenyl)-2,2-difluoroethyl)-3-(pyrrolidin-1-yl)propionamide ClC=1C=C(C=CC1)[C@H](C(F)F)NC(CCN1CCCC1)=O